OCC1=CC=C(C=N1)NC(O[C@H](C)[C@H](C)OC1=CC2=C(N=C(S2)C2=C3N=CC(=NC3=CC(=C2)Cl)OC)C=C1F)=O (2R,3S)-3-((2-(7-chloro-2-methoxyquinoxalin-5-yl)-5-fluorobenzo[d]thiazol-6-yl)oxy)butan-2-yl (6-(hydroxymethyl)pyridin-3-yl)carbamate